OC1CCC(CC1)C=1SC(=CN1)CNC(=O)C1=CC2=C(S(C3=C(C(N2)=O)C=CC=C3)(=O)=O)C=C1 N-((2-(4-hydroxycyclohexyl)thiazol-5-yl)methyl)-11-oxo-10,11-dihydrodibenzo[b,f][1,4]thiazepine-8-carboxamide 5,5-dioxide